methyl 2-(5-{2-[1-(2-amino-1,3-benzodiazol-1-yl)-3-azabicyclo[3.2.1]octan-3-yl] ethoxy}-1-methylpyrazol-4-yl)-6-methylpyridine-4-carboxylate NC1=NC2=C(N1C13CN(CC(CC1)C3)CCOC3=C(C=NN3C)C3=NC(=CC(=C3)C(=O)OC)C)C=CC=C2